C(#N)C1=C(C=CC(=C1)C(F)(F)F)N1CCC(CC1)(C(=O)N[C@H]1CN(CC1)C)C=1C=CC(=NC1)C=1C(=NC=CC1)OC(F)F 1-[2-cyano-4-(trifluoromethyl)phenyl]-4-[2'-(difluoromethoxy)-[2,3'-bipyridine]-5-yl]-N-[(3R)-1-methylpyrrolidin-3-yl]piperidine-4-carboxamide